2-(7-(diethylamino)-4-methyl-2-oxo-2H-chromen-3-yl)ethyl (3-(4,4,5-trimethyl-1,3,2-dioxaborolan-2-yl)benzyl)carbamate CC1(OB(OC1C)C=1C=C(CNC(OCCC=2C(OC3=CC(=CC=C3C2C)N(CC)CC)=O)=O)C=CC1)C